NC1=C(C(=O)O)C(=CC=C1)C#N 2-amino-6-cyano-benzoic acid